7-bromo-5-fluoro-1,3-benzothiazole BrC1=CC(=CC=2N=CSC21)F